(2S,3S,4S,5R,6S)-3,4,5-triacetoxy-6-[4-[(4-nitrophenoxy)carbonyloxymethyl]phenoxy]tetrahydropyran-2-carboxylic acid methyl ester COC(=O)[C@H]1O[C@H]([C@@H]([C@H]([C@@H]1OC(C)=O)OC(C)=O)OC(C)=O)OC1=CC=C(C=C1)COC(=O)OC1=CC=C(C=C1)[N+](=O)[O-]